O=C(CCCCCCCCCCCCCCCCC)NCCS(=O)(=O)O 2-[(1-oxo-octadecyl)amino]-ethanesulfonic acid